(R,E)-N-(4-(3-((5-chloropyrimidin-2-yl)amino)pyrrolidine-1-carbonyl)phenyl)-4-(dimethylamino)but-2-enamide ClC=1C=NC(=NC1)N[C@H]1CN(CC1)C(=O)C1=CC=C(C=C1)NC(\C=C\CN(C)C)=O